C1(=CC=CC=C1)C(CCN1CCNCC1)=O 1-Phenyl-3-(piperazin-1-yl)propan-1-one